C(C)(C)C1=C(C=CC=C1)N1CCCCC1 1-(2-Isopropyl-phenyl)-piperidin